C(C)(C)C(C(=O)O)(CCCC(=O)O)C(C)C.C(C)(C)OC(CCCCC(=O)OC(C)C)=O adipic acid diisopropyl ester (diisopropyl adipate)